CC1=C(C(=CC=C1)C(F)(F)F)COC=1C=NC(=NC1)N1CC(OCC1)CN [4-(5-{[2-methyl-6-(trifluoromethyl)phenyl]methoxy}pyrimidin-2-yl)morpholin-2-yl]methanamine